NC(C1=CC=CC=C1)C(=O)[O-] Phenylglycinate